(S)-Imino(4-((4-(isoindolin-2-ylmethyl)-2-(methylsulfonyl)phenoxy)methyl)phenyl)-(methyl)-λ6-sulfanone N=[S@](=O)(C)C1=CC=C(C=C1)COC1=C(C=C(C=C1)CN1CC2=CC=CC=C2C1)S(=O)(=O)C